2-chloro-N-(1-(2-methylpyridin-4-yl)-1H-imidazol-4-yl)pyrrolo[2,1-f][1,2,4]triazin-4-amine ClC1=NN2C(C(=N1)NC=1N=CN(C1)C1=CC(=NC=C1)C)=CC=C2